C1CC12CCN(CC2)C2=C(C(=O)NC=1C=C3C=CC(=NC3=C(N1)N1CCC(CC1)(F)F)O)C=CC(=C2)I 2-{6-azaspiro[2.5]oct-6-yl}-N-[8-(4,4-difluoropiperidin-1-yl)-2-hydroxy-1,7-naphthyridin-6-yl]-4-iodobenzamide